9-chloro-10-(2,4-difluorophenyl)-7-(7-oxo-3,9-diazabicyclo[3.3.1]nonan-3-yl)-2,3-dihydro-5H-[1,4]thiazino[2,3,4-ij]quinazolin-5-one ClC=1C=C2C(=NC(N3C2=C(C1C1=C(C=C(C=C1)F)F)SCC3)=O)N3CC1CC(CC(C3)N1)=O